C1(=CC=CC2=CC=CC=C12)C(=O)OCC(CCCCCC)CC 2,6-diethylhexyl naphthoate